ClC1=C(C(=NC(=N1)C1=CC=CC=C1)N)OC1=C(C=CC=C1)OC 6-chloro-5-(2-methoxyphenoxy)-2-phenylpyrimidin-4-amine